tri(4-fluorophenyl)sulfonium trifluoromethanesulfonate FC(S(=O)(=O)[O-])(F)F.FC1=CC=C(C=C1)[S+](C1=CC=C(C=C1)F)C1=CC=C(C=C1)F